NCC1(CCN(CC1)C=1NC(C2=C(N1)NN=C2OC2=C(C(=CC=C2)Cl)Cl)=O)C 6-(4-(aminomethyl)-4-methylpiperidin-1-yl)-3-(2,3-dichlorophenoxy)-1,5-dihydro-4H-pyrazolo[3,4-d]pyrimidin-4-one